N12CC3CCC3CC=CCCCS(NC(C3=CC=C(OCC4(C1)CCCC1=CC=CC=C14)C2=C3)=O)(=O)=O 3,4-DIHYDRO-2H,15'H-SPIRO[NAPHTHALENE-1,22'-[20]OXA[13]THIA[1,14]DIAZATETRACYCLO[14.7.2.03,6.019,24]PENTACOSA[8,16,18,24]TETRAEN]-15'-ONE 13',13'-DIOXIDE